N1=CC=C(C=C1)C=1N=C(C2=C(N1)C=NC=C2OS(=O)(=O)C2=C(C=C(C=C2C(C)C)C(C)C)C(C)C)N2CCC1(CCN(C1)C(=O)OC(C)(C)C)CC2 tert-Butyl 8-(2-(pyridin-4-yl)-5-(((2,4,6-triisopropylphenyl)sulfonyl)oxy)pyrido[3,4-d]pyrimidin-4-yl)-2,8-diazaspiro[4.5]decane-2-carboxylate